BrC1=CC(=C(C(=O)NCCC)C=C1)NC(=O)NC1=CC(=CC(=C1)Cl)Cl 4-bromo-2-[3-(3,5-dichlorophenyl)ureido]-N-propylbenzamide